diphosgene O=C(OC(Cl)(Cl)Cl)Cl